ClC1=C(C=C(C2=C1NC(=N2)C(=O)O)F)F 7-chloro-4,6-difluoro-1H-benzimidazole-2-carboxylic acid